pentadecyl-8,8-bis((2-propylpentyl)oxy)octanoate C(CCCCCCCCCCCCCC)OC(CCCCCCC(OCC(CCC)CCC)OCC(CCC)CCC)=O